C(C)C1CCC=CCC=CCC=CCC=CCCCC(O1)=O 19-ethyloxacyclononadeca-6,9,12,15-tetraen-2-one